2-[(3-Fluoro-5-methyl-benzenesulfonyl)-methyl-amino]-5-oxo-5H-thieno[3,2-b]pyran-6-carboxylic acid FC=1C=C(C=C(C1)C)S(=O)(=O)N(C1=CC=2OC(C(=CC2S1)C(=O)O)=O)C